FC(C(C(=O)N1CCOC2=C(C1)C=NC=C2C#N)(CC)C)F 4-(2-(difluoromethyl)-2-methylbutanoyl)-2,3,4,5-tetrahydropyrido[3,4-f][1,4]oxazepine-9-carbonitrile